(3-((3-methyl-oxetan-3-yl)methoxy)phenyl)benzamide CC1(COC1)COC=1C=C(C=CC1)C1=C(C(=O)N)C=CC=C1